guanyl-beta-alanine C(N)(=N)NCCC(=O)O